C(C)OC1=CC=C(C=C1)C=1SC=CN1 2-(4-ethoxyphenyl)thiazole